ClC1=CC=C(C=C1)CC(CC1=CC=C(C=C1)Cl)OC=1N=NNC1C(=O)O 4-((1,3-bis(4-chlorophenyl)propan-2-yl)oxy)-1H-1,2,3-triazole-5-carboxylic acid